4,4',4''-(methanetriyl)trisaniline C(C1=CC=C(N)C=C1)(C1=CC=C(N)C=C1)C1=CC=C(N)C=C1